3-(1H-tetrazole-5-yl)benzaldehyde N1N=NN=C1C=1C=C(C=O)C=CC1